3-tert-butyl-2-ethylphenol C(C)(C)(C)C=1C(=C(C=CC1)O)CC